4-methoxypyridazine-3-carbonitrile hydrochloride Cl.COC1=C(N=NC=C1)C#N